C1(CC1)C1=C(C(=NO1)C1=C(C=NC=C1Cl)Cl)/C=C/C12COC(CC1)(CC2)COC=2C=C(C(=O)O)C=C(C2)OC (E)-3-((4-(2-(5-cyclopropyl-3-(3,5-dichloropyridin-4-yl)isoxazol-4-yl)vinyl)-2-oxabicyclo[2.2.2]oct-1-yl)methoxy)-5-methoxybenzoic acid